(3-(bis(2-hydroxyethyl) amino) propyl) azetidinyl dihexanoate C(CCCCC)(=O)OCCCN(CCO)CCO.C(CCCCC)(=O)ON1CCC1